FC=1C=CC(=C(C1)O)CNC1=NC=CC=C1C1=NN(C=C1)C 5-fluoro-2-(((3-(1-methyl-1H-pyrazol-3-yl)pyridin-2-yl)amino)methyl)phenol